3-isopropyl-N-methyl-2-oxo-1,2,3,5-tetrahydro-4H-benzo[1,4]diazepine-4-carboxamide C(C)(C)C1C(NC2=C(CN1C(=O)NC)C=CC=C2)=O